C12(CC(C1)C2)C(=O)N2[C@H]([C@H](C(C2)(F)F)NS(=O)(=O)CC)CC=2C(=C(C=CC2)C2=C(C(=CC=C2)F)F)F N-{(2S,3R)-1-(bicyclo[1.1.1]pentane-1-carbonyl)-4,4-difluoro-2-[(2,2',3'-trifluoro-[1,1'-biphenyl]-3-yl)methyl]pyrrolidin-3-yl}ethanesulfonamide